CC1(C(C1C(=O)O)C(=O)O)C 3,3-dimethyl-cyclopropane-1,2-dicarboxylic acid